1,1-di-methyl-2-phenylethyl alcohol CC(CC1=CC=CC=C1)(C)O